BrC=1C(=NC=C(C1)C#N)C(=O)NC=1C=C2C(=NNC2=CC1)C1=COC=C1 3-bromo-5-cyano-N-(3-(furan-3-yl)-1H-indazol-5-yl)picolinamide